methyl 6-(6-azaspiro[2.5]octan-6-yl)pyrido[4,3-e]pyrrolo[1,2-a]pyrazine-3-carboxylate C1CC12CCN(CC2)C=2C=1N(C3=C(N2)C=C(N=C3)C(=O)OC)C=CC1